5-(Methylamino)-6-(3-methylimidazo[4,5-c]pyridin-7-yl)-3-(2,3,5-trifluoro-4-morpholino-anilino)pyrazin-2-carboxamid CNC=1N=C(C(=NC1C=1C2=C(C=NC1)N(C=N2)C)C(=O)N)NC2=C(C(=C(C(=C2)F)N2CCOCC2)F)F